N-[(1R,3S)-3-{[6-chloro-2-(trifluoromethyl)quinolin-4-yl]amino}cyclohexyl]-1-[(3S)-pyrrolidin-3-yl]-1H-pyrazole-4-carboxamide ClC=1C=C2C(=CC(=NC2=CC1)C(F)(F)F)N[C@@H]1C[C@@H](CCC1)NC(=O)C=1C=NN(C1)[C@@H]1CNCC1